N-(1-butyroyl-carbamoyl-2-phenyl-ethyl)butyramide C(CCC)(=O)C(C(C1=CC=CC=C1)C(N)=O)NC(CCC)=O